Methyl (S)-2-amino-5-(4-(4-amino-2-cyanophenyl)-1H-1,2,3-triazol-1-yl)pentanoate N[C@H](C(=O)OC)CCCN1N=NC(=C1)C1=C(C=C(C=C1)N)C#N